methyl (R)-5-(4-(2-chloro-4-fluorobenzoyl)-2-ethylpiperazin-1-yl)-2'-ethoxy-[2,3'-bipyridine]-6-carboxylate ClC1=C(C(=O)N2C[C@H](N(CC2)C=2C=CC(=NC2C(=O)OC)C=2C(=NC=CC2)OCC)CC)C=CC(=C1)F